(S)-3-Cyano-pyrrolidin C(#N)[C@@H]1CNCC1